6-(3-{[(tert-butoxy)carbonyl]Amino}propyl)-1,3-diethyl-1H-1,3-benzodiazol-3-ium iodide [I-].C(C)(C)(C)OC(=O)NCCCC=1C=CC2=C(N(C=[N+]2CC)CC)C1